silver-chromium-oxide [O-2].[Cr+3].[Ag+].[O-2]